1,4-bis(2-bromoethoxy)naphthalene BrCCOC1=CC=C(C2=CC=CC=C12)OCCBr